7-isopropoxy-2-(1-methyl-2-oxabicyclo[2.2.2]oct-4-yl)-N-(6-methylpyrazolo[1,5-a]pyrimidin-3-yl)imidazo[1,2-a]pyridine-6-carboxamide C(C)(C)OC1=CC=2N(C=C1C(=O)NC=1C=NN3C1N=CC(=C3)C)C=C(N2)C23COC(CC2)(CC3)C